C1(CCC2=CC=CC=C12)=N[S@@](=O)C(C)(C)C (S)-N-(2,3-dihydro-1H-inden-1-ylidene)-2-methylpropane-2-sulfinamide